4-(6-methyl-2-oxo-1,2-dihydropyridin-4-yl)-7-((5-(4-methylpiperazin-1-yl)pyridin-2-yl)amino)isoindolin-1-one CC1=CC(=CC(N1)=O)C1=C2CNC(C2=C(C=C1)NC1=NC=C(C=C1)N1CCN(CC1)C)=O